ClC=1N=C(C2=C(N1)N(C=C2)[C@H]2[C@@H]([C@@H]([C@H](O2)COC(C)(C)OP(O)(=O)C)O)O)NC2CCCC2 [(2R,3S,4R,5R)-5-[2-chloro-4-(cyclopentyl-amino)pyrrolo[2,3-d]-pyrimidin-7-yl]-3,4-dihydroxy-tetrahydro-furan-2-yl]methoxy-methyl-isopropoxy-phosphinic acid